O1CC(C1)OC1=NC(=NC=C1C(F)(F)F)N[C@H]1CN(CCC1)C=1C2=C(N=CN1)CN(CC2)C(=O)OC methyl (R)-4-(3-((4-(oxetan-3-yloxy)-5-(trifluoromethyl) pyrimidin-2-yl) amino) piperidin-1-yl)-5,8-dihydropyrido[3,4-d]pyrimidine-7(6H)-carboxylate